12-Triacontenoic acid C(CCCCCCCCCCC=CCCCCCCCCCCCCCCCCC)(=O)O